1-(2-(4-(4-(difluoromethoxy)-3-fluorophenyl)-1H-imidazol-2-yl)piperidin-1-yl)-2-(methylthio)propan-1-one FC(OC1=C(C=C(C=C1)C=1N=C(NC1)C1N(CCCC1)C(C(C)SC)=O)F)F